C(C)(C)(C)OC(=O)N[C@H](C(=O)OC(C)(C)C)CC=1C=CC=2N(C1)C=C(N2)C(N)=O tert-butyl (S)-2-((tert-butoxycarbonyl)amino)-3-(2-carbamoylimidazo[1,2-a]pyridin-6-yl)propanoate